FC=1C=C(CC=2C=C3C(=NNC3=CC2)NC(C=2C=C(C(=O)NCCCCN3CCN(CC3)C3=CC=C(C=C3)NC3C(NC(CC3)=O)=O)C=CC2NC2CCOCC2)=O)C=C(C1)F N3-(5-(3,5-difluorobenzyl)-1H-indazol-3-yl)-N1-(4-(4-(4-((2,6-dioxopiperidin-3-yl)amino)phenyl)piperazin-1-yl)butyl)-4-((tetrahydro-2H-pyran-4-yl)amino)isophthalamide